thionovalerolactone C1(CCCCO1)=S